C(CCC)N(C(=S)N)CCCC N,N-dibutyl-thiourea